ClC=1C(=CC(=NC1)C1(CC1)C)C1CCC(CC1)C(F)(F)F 5-chloro-2-(1-methylcyclopropyl)-4-[4-(trifluoromethyl)cyclohexyl]pyridine